2-((difluoromethyl)sulfinyl)pyridine Tert-butyl-4-(5-(3-cyano-7-hydroxyimidazo[1,2-a]pyridin-5-yl)pyridin-2-yl)piperazine-1-carboxylate C(C)(C)(C)OC(=O)N1CCN(CC1)C1=NC=C(C=C1)C1=CC(=CC=2N1C(=CN2)C#N)O.FC(S(=O)C2=NC=CC=C2)F